FC1=C(C=C(C(=C1NC(=O)C1=CN=C2N1C=CC(=C2)N2CCOCC2)C)F)C2=NOC(=N2)C2CN(C2)C(=O)OC methyl 3-(3-(2,5-difluoro-4-methyl-3-(7-morpholinoimidazo[1,2-a]pyridine-3-carboxamido)phenyl)-1,2,4-oxadiazol-5-yl)azetidine-1-carboxylate